N-(35-amino-8,17,26,35-tetraoxo-3,6,12,15,21,24,30,33-octaoxa-9,18,27-triazapentatriacontyl)acetamide NC(COCCOCCNC(COCCOCCNC(COCCOCCNC(COCCOCCNC(C)=O)=O)=O)=O)=O